FC1=CC=C(C=C1)[C@H]1N(CCC2=CC=CC=C12)[C@H]1CNCCOC1 (R)-1-(4-fluorophenyl)-N-((S)-1,4-oxazepan-6-yl)-3,4-dihydroisoquinoline